C(C)OC(C(CNCC1CN(CCN1)C(=O)OC(C)(C)C)(C)C)=O tert-butyl 3-(((3-ethoxy-2,2-dimethyl-3-oxopropyl)amino)methyl)piperazine-1-carboxylate